stearone sulfate S(=O)(=O)(O)O.CCCCCCCCCCCCCCCCCC(=O)CCCCCCCCCCCCCCCCC